BrC1=C(C=C2C=NN(C2=C1)C1OCCCC1)NC1=CC(=C(C=C1)F)OC 6-bromo-N-(4-fluoro-3-methoxy-phenyl)-1-tetrahydropyran-2-yl-indazol-5-amine